C(#N)C=1C=NN2C1C(=CC(=C2)C2=CC=C(C=C2)C2CCN(CC2)C)OC=2C=CC(=NC2)NC(C=C)=O N-(5-((3-cyano-6-(4-(1-methylpiperidin-4-yl)phenyl)pyrazolo[1,5-a]pyridin-4-yl)oxy)pyridin-2-yl)acrylamide